N-((1,2,3,5,6,7-hexahydro-s-indacen-4-yl)carbamoyl)-5-isopropyl-4-oxo-5,6,7,8-tetrahydro-4H-furo[3,2-c]azepine-2-sulfonamide C1CCC2=C(C=3CCCC3C=C12)NC(=O)NS(=O)(=O)C1=CC=2C(N(CCCC2O1)C(C)C)=O